(S)-2-amino-3-(4-(4-((R)-1-(2-(benzofuran-3-yl)-4-chlorophenyl)-2,2,2-trifluoroethoxy)thieno[3,2-d]pyrimidin-7-yl)phenyl)propanoic acid hydrochloride Cl.N[C@H](C(=O)O)CC1=CC=C(C=C1)C1=CSC2=C1N=CN=C2O[C@@H](C(F)(F)F)C2=C(C=C(C=C2)Cl)C2=COC1=C2C=CC=C1